FC(C(=O)[O-])(F)F.FC(C(=O)[O-])(F)F.[NH3+]CCN(C(CCC(=O)N1C=2C=CC=CC2C#CC=2C=CC=CC2C1)=O)CC[NH3+] N,N-bis(2-azaniumylethyl)-4-(2-azatricyclo[10.4.0.04,9]hexadeca-1(12),4(9),5,7,13,15-hexaen-10-yn-2-yl)-4-oxobutanamide ditrifluoroacetate